((6-(3,5-bis(trifluoromethyl)-phenyl)pyridin-3-yl)sulfanyl)acetic acid FC(C=1C=C(C=C(C1)C(F)(F)F)C1=CC=C(C=N1)SCC(=O)O)(F)F